[Yb].[Bi] bismuth-ytterbium